C(#N)C1=CC2=C(CN(C[C@H]2C2=C(C(=CC=C2)F)C=2C(=NN(C2)CC)C(F)(F)F)C(/C=C/CNC([O-])=O)=O)S1 (E)-4-((S)-2-cyano-4-((S)-2-(1-ethyl-3-(trifluoromethyl)-1H-pyrazol-4-yl)-3-fluorophenyl)-4,5-dihydrothieno[2,3-c]pyridin-6(7H)-yl)-4-oxobut-2-enylcarbamate